{(S)-18-Chloro-15-[(E)-3-(5-chloro-2-tetrazol-1-yl-phenyl)-acryloylamino]-9-oxo-8,17,19-triaza-tricyclo[14.2.1.02,7]nonadeca-1(18),2,4,6,16(19)-pentaen-5-yl}-carbamic Acid methyl ester COC(NC1=CC=C2C3=C(NC([C@H](CCCCCC(NC2=C1)=O)NC(\C=C\C1=C(C=CC(=C1)Cl)N1N=NN=C1)=O)=N3)Cl)=O